4-Methylcyclohexylisocyanat CC1CCC(CC1)N=C=O